2-((6-(3-(2-(4-((2,6-diazaspiro[3.3]heptan-2-yl)methyl)-3-methoxyphenyl)-3-chloropyridin-4-yl)-2-chlorophenyl)-2-methoxypyridin-3-yl)methyl)-2,6-diazaspiro[3.4]octan-7-one C1N(CC12CNC2)CC2=C(C=C(C=C2)C2=NC=CC(=C2Cl)C=2C(=C(C=CC2)C2=CC=C(C(=N2)OC)CN2CC1(C2)CNC(C1)=O)Cl)OC